CN(CCCN(C(CCCC(F)(F)F)=O)C(CCCCCC(=O)OCC(CCCCCCCC)CCCCCC)CCCCCC(=O)OCC(CCCCCCCC)CCCCCC)C BIS(2-HEXYLDECYL) 7-(N-(3-(DIMETHYLAMINO)PROPYL)-5,5,5-TRIFLUOROPENTANAMIDO)TRIDECANEDIOATE